C(C)(C)(C)OC(=O)NC(C(=O)NCC=1C=C(OCCC2CN(CCC2)C(CCC(=O)OC(C)(C)C)=O)C=CC1C)CCC=1C=NC=CC1 Tert-butyl 4-(3-(2-(3-((2-((tert-butoxycarbonyl) amino)-4-(pyridin-3-yl) butyrylamino) methyl)-4-methylphenoxy) ethyl) piperidin-1-yl)-4-oxobutanoate